methyl (Z)-2-(4-(benzyloxy)-3-methylphenyl)-3-(dimethylamino)acrylate C(C1=CC=CC=C1)OC1=C(C=C(C=C1)/C(/C(=O)OC)=C/N(C)C)C